N1N=CC(=C1)C1=CC2=C(N(C=N2)C2=CC=C(C=C2)CC(=O)NC2=CC(=NN2C)C(C)(C)C)C=C1 2-(4-(5-(1H-pyrazol-4-yl)-1H-benzo[d]imidazol-1-yl)phenyl)-N-(3-(tert-butyl)-1-methyl-1H-pyrazol-5-yl)acetamide